C(C1=CC=CC=C1)OC1=CC=C(C=C1)C(C)(C)N1CC(C1)NC(=O)C=1N=NN(C1)C1CC1 N-(1-(2-(4-(benzyloxy)phenyl)propan-2-yl)azetidin-3-yl)-1-cyclopropyl-1H-1,2,3-triazole-4-carboxamide